ClC1=CC=C2C(=NC=NC2=C1)NC(CCCN1C(NC2(CCC2)C1=O)=O)C 7-(4-((7-Chloroquinazolin-4-yl)amino)pentyl)-5,7-diazaspiro[3.4]octane-6,8-dione